L-Norarginine N[C@@H](CCNC(N)=N)C(=O)O